(4-((2S,4R)-4-ethoxy-1-((5-methoxy-7-methyl-1H-indol-4-yl)methyl)piperidin-2-yl)benzoyl)isoleucine C(C)O[C@H]1C[C@H](N(CC1)CC1=C2C=CNC2=C(C=C1OC)C)C1=CC=C(C(=O)N[C@@H]([C@@H](C)CC)C(=O)O)C=C1